Cl.Cl.Cl.C(C)C1=NC(=NO1)C1=CC=CC(=N1)N1CCN(CCC1)C1CCN(CC1)C(C)C 1-[6-(5-Ethyl-1,2,4-oxadiazol-3-yl)pyridine-2-yl]-4-[1-(propan-2-yl)piperidin-4-yl]-1,4-diazepane trihydrochloride